1,1-bis(3-ethyl-4-hydroxyphenyl)nonane C(C)C=1C=C(C=CC1O)C(CCCCCCCC)C1=CC(=C(C=C1)O)CC